F[C@H]1CN(CC[C@H]1OCCO)C1=NC=CC(=N1)NC=1N=CC2=C(C=CC(=C2C1)C(C)C)N1[C@@H]([C@H](C1)CS(=O)(=O)C)C 2-{[(3S,4R)-3-fluoro-1-[4-({8-[(2R,3S)-3-(methanesulfonylmeth-yl)-2-methylazetidin-1-yl]-5-(propan-2-yl)isoquinolin-3-yl}amino)pyrimidin-2-yl]piperidin-4-yl]oxy}ethan-1-ol